(4-(1,4-dioxa-8-azaspiro[4.5]decan-8-yl)quinolin-3-yl)(4-(cyclopropanecarbonyl)piperazin-1-yl)methanone O1CCOC12CCN(CC2)C2=C(C=NC1=CC=CC=C21)C(=O)N2CCN(CC2)C(=O)C2CC2